5-[(5-chloropyrimidin-2-yl)methyl]-6-(3,4-difluorophenyl)-1H-pyrimidin-2-one ClC=1C=NC(=NC1)CC=1C=NC(NC1C1=CC(=C(C=C1)F)F)=O